(1S,4S)-2,5-diazabicyclo[2.2.1]heptane dihydrobromide Br.Br.[C@@H]12NC[C@@H](NC1)C2